NC1=NN(C2=CC=C(C=C12)C1=C(C=C(C=C1F)CN(C(C)C)C(=O)OC(C)(C)C)F)C(=O)OC(C)(C)C tert-butyl 3-amino-5-(4-(((tert-butoxycarbonyl) (isopropyl) amino) methyl)-2,6-difluorophenyl)-1H-indazole-1-carboxylate